pyridin-2-yl-4-bromobenzoate N1=C(C=CC=C1)OC(C1=CC=C(C=C1)Br)=O